C1(CC1)C1=CC(=C(C(=O)NC2=CC(=C(C=C2)F)OCCS(=O)(=O)C)C=C1C(F)(F)F)OC1=C(C=C(C=C1)F)C 4-cyclopropyl-2-(4-fluoro-2-methylphenoxy)-N-(4-fluoro-3-(2-(methylsulfonyl)ethoxy)phenyl)-5-(trifluoromethyl)benzamide